FC1CC(N(C1)C(=O)C12CC(C1)(C2)COC2=CC(=NC=C2)C#N)C2=CC(=CC=C2)F 4-((3-(4-fluoro-2-(3-fluorophenyl)pyrrolidine-1-carbonyl)bicyclo[1.1.1]-pentan-1-yl)methoxy)-picolinonitrile